ClC1=CC=C(CN2N=NC(=C2)C2=C(N=C3SC=CN32)C3=CC=C(C=C3)Cl)C=C1 5-(1-(4-Chlorobenzyl)-1H-1,2,3-triazol-4-yl)-6-(4-chlorophenyl)imidazo[2,1-b]thiazol